(3-(diethylamino)propyl)-2-(4-(pyrrolidin-1-ylmethyl)phenyl)benzo[d]imidazo[2,1-b]thiazole-7-carboxamide C(C)N(CCCC1=C(N=C2SC3=C(N21)C=CC(=C3)C(=O)N)C3=CC=C(C=C3)CN3CCCC3)CC